(2S,4r)-1-[(2S)-2-(4-cyclopropyltriazol-1-yl)-3,3-dimethyl-butyryl]-N-[2-(dimethylamino)-2-(4-ethylphenyl)ethyl]-4-hydroxy-pyrrolidine-2-carboxamide C1(CC1)C=1N=NN(C1)[C@H](C(=O)N1[C@@H](C[C@H](C1)O)C(=O)NCC(C1=CC=C(C=C1)CC)N(C)C)C(C)(C)C